O1C=C(C2=C1C=CC=C2)C[C@H](NC(C(N2CC1(COC1)CC2)=O)=O)B(O)O (R)-(2-(benzofuran-3-yl)-1-(2-oxo-2-(2-oxa-6-azaspiro[3.4]oct-6-yl)acetamido)ethyl)boronic acid